NC1=C(C=CC(=C1)N)N=NC1=CC(=CC=C1)C(F)(F)F 2,4-diamino-3'-trifluoromethyl-azobenzene